C(C1=CC=CC=C1)O[C@@H](COCCN(C(OC(C)(C)C)=O)C)C tert-butyl N-[2-[(2R)-2-benzyloxypropoxy]ethyl]-N-methyl-carbamate